3-[5-[[2-Aminoethyl(methyl)amino]methyl]-3-methyl-2-oxo-benzimidazol-1-yl]piperidine-2,6-dione NCCN(C)CC1=CC2=C(N(C(N2C)=O)C2C(NC(CC2)=O)=O)C=C1